2-(3-(4-cyano-3-methoxyphenyl)-5-(cyclopropylmethyl)-4-(3-fluoro-4-sulfamoylbenzyl)-1H-pyrazole-1-yl)thiazole-4-carboxylic acid C(#N)C1=C(C=C(C=C1)C1=NN(C(=C1CC1=CC(=C(C=C1)S(N)(=O)=O)F)CC1CC1)C=1SC=C(N1)C(=O)O)OC